2-amino-3-hydroxy-N-(1-(m-tolyl)-1H-indazol-6-yl)propionamide hydrochloride Cl.NC(C(=O)NC1=CC=C2C=NN(C2=C1)C=1C=C(C=CC1)C)CO